ClC1=C(C=2NC(N=C(C2C=N1)C1C[C@H](N(CC1)C(=O)OCC1=CC=CC=C1)C)=O)F benzyl (2R)-4-(7-chloro-8-fluoro-2-oxo-1,2-dihydropyrido[4,3-d]pyrimidin-4-yl)-2-methylpiperidine-1-carboxylate